5-(4-(difluoromethoxy)phenyl)-7-(4-methoxyphenyl)-3-((2,2,2-trifluoroethyl)amino)pyrido[2,3-b]pyrazin-6(5H)-one FC(OC1=CC=C(C=C1)N1C(C(=CC=2C1=NC(=CN2)NCC(F)(F)F)C2=CC=C(C=C2)OC)=O)F